5-[(2R)-4-(7-cyano-5-fluoro-2,3-dihydro-1H-indole-1-carbonyl)-2-ethylpiperazin-1-yl]-2'-ethoxy-N-(1-methylazetidin-3-yl)-[2,3'-bipyridine]-6-carboxamide C(#N)C=1C=C(C=C2CCN(C12)C(=O)N1C[C@H](N(CC1)C=1C=CC(=NC1C(=O)NC1CN(C1)C)C=1C(=NC=CC1)OCC)CC)F